ClC=1C=C(C=CC1)CCN1CC(C(CC1)O)COC1=CC=C(C=C1)S(=O)(=O)C 1-(3-chlorophenyl-ethyl)-3-((4-(methylsulfonyl)phenoxy)methyl)piperidin-4-ol